BrC1=CC2=C([C@H](CO2)N)C(=C1)F |o1:5| rel-(3R)-6-bromo-4-fluoro-2,3-dihydro-1-benzofuran-3-amine